4-(2,4-bis(trifluoromethyl)phenyl)pyrazolo[1,5-d][1,2,4]triazin-7(6H)-one FC(C1=C(C=CC(=C1)C(F)(F)F)C=1C=2N(C(NN1)=O)N=CC2)(F)F